C(C)OC=1C(=C(C(=C2C=NNC12)C1=CC=C2C(=N1)SC(=N2)NC(=O)C2C(C2)F)CC)F N-(5-(7-ethoxy-5-ethyl-6-fluoro-1H-indazol-4-yl)thiazolo[5,4-b]pyridin-2-yl)-2-fluorocyclopropane-1-carboxamide